(S)-3,3,3-trifluoro-2-hydroxy-2-methyl-1-(6-(3-methyl-1H-pyrrolo[2,3-b]pyridin-5-yl)-8-((S)-morpholin-3-yl)-3,4-dihydroisoquinolin-2(1H)-yl)propan-1-one FC([C@@](C(=O)N1CC2=C(C=C(C=C2CC1)C=1C=C2C(=NC1)NC=C2C)[C@@H]2NCCOC2)(C)O)(F)F